NC1=C2C(=NC=N1)N(N=C2C2=CC=C(C=C2)OC2=CC=C(C=C2)F)[C@H]2C[C@H](CC2)O |r| (±)-cis-3-(4-amino-3-(4-(4-fluorophenoxy)phenyl)-1H-pyrazolo[3,4-d]pyrimidin-1-yl)cyclopentan-1-ol